C1=NC=C(C2=CC=CC=C12)N1C(N(C[C@@H]1C#N)C1CC(C1)C(F)(F)F)=O (R)-3-(isoquinolin-4-yl)-2-oxo-1-((1r,3R)-3-(trifluoromethyl)cyclobutyl)imidazolidine-4-carbonitrile